3-Methyl-7-(1-methyl-1H-pyrazol-4-yl)-3,6-dihydroimidazo[4,5-d]pyrrolo[2,3-b]pyridin-2(1H)-on CN1C(NC2=C3C(=NC=C21)NC(=C3)C=3C=NN(C3)C)=O